hafnium-yttrium oxide [O-2].[Y+3].[Hf+4]